C(C)N1C=NC2=C1N=NC=C2C=2C=CC(=C(C2)C2=CC1=C(N(C(O1)=O)C)C=C2COC)F 6-(5-(7-Ethyl-7H-imidazo[4,5-c]pyridazin-4-yl)-2-fluorophenyl)-5-(methoxymethyl)-3-methylbenzo[d]oxazol-2(3H)-one